2-(((4'-(6-chloro-2-(((3r,3ar,6r,6ar)-6-hydroxyhexahydrofuro[3,2-b]furan-3-yl)oxy)-1H-imidazo[4,5-b]pyridin-5-yl)-[1,1'-biphenyl]-4-yl)methyl)amino)-2-(hydroxymethyl)propane-1,3-diol ClC=1C=C2C(=NC1C1=CC=C(C=C1)C1=CC=C(C=C1)CNC(CO)(CO)CO)N=C(N2)O[C@H]2[C@@H]1[C@H](OC2)[C@@H](CO1)O